BrC1=C(C=CC(=C1)C(F)(F)F)C1=NC(=NO1)CN (5-(2-bromo-4-(trifluoromethyl)phenyl)-1,2,4-oxadiazol-3-yl)methylamine